((2S)-3-(8-(5-chloro-1,3-dimethyl-1H-pyrazol-4-ylsulfonyl)-1-oxa-8-azaspiro[4.5]dec-3-ylamino)-2-hydroxypropoxy)-N-methylbenzenesulfonamide ClC1=C(C(=NN1C)C)S(=O)(=O)N1CCC2(CC(CO2)NC[C@@H](COC2=C(C=CC=C2)S(=O)(=O)NC)O)CC1